7-[2-fluoro-4-(trifluoromethyl)phenoxy]-2-azaspiro[3.5]nonane-2-carboxylic acid tert-butyl ester C(C)(C)(C)OC(=O)N1CC2(C1)CCC(CC2)OC2=C(C=C(C=C2)C(F)(F)F)F